boron, potassium salt [K].[B]